ClC1=C(OCC(=O)NC=2C=CC=C3C=NN(C23)C)C=CC(=C1Cl)C(C(CC)=C)=O 2-(2,3-dichloro-4-(2-methylenebutanoyl)phenoxy)-N-(1-methyl-1H-indazol-7-yl)acetamide